BrC=1C=C(C#N)C=C(C1)C1=C(C=C(C=C1)F)C(=O)N1CC(C1)F 3-bromo-5-[4-fluoro-2-(3-fluoroazetidine-1-carbonyl)phenyl]benzonitrile